C(C)C=1C=NC(=NC1)O[C@@H]1C[C@@H]2CN([C@H]1C2)C(=O)C2=NC(=CC=C2N2N=CC=N2)C ((1S,4R,6R)-6-((5-ethylpyrimidin-2-yl)oxy)-2-azabicyclo[2.2.1]heptan-2-yl)(6-methyl-3-(2H-1,2,3-triazol-2-yl)pyridin-2-yl)methanone